Cl.C(C1=CC=CC=C1)OC=1C=NC(=NC1)N1CC2CNCC2C1 2-(5-(benzyloxy)pyrimidin-2-yl)octahydropyrrolo[3,4-c]pyrrole hydrochloride